2-fluoro-3-methoxy-benzaldehyde FC1=C(C=O)C=CC=C1OC